(1R,5S,6r)-N-(prop-2-yl)-3-[5-(propan-2-yl)-1H-pyrazole-3-carbonyl]-3-azabicyclo[3.1.0]hexane-6-carboxamide CC(C)NC(=O)C1[C@H]2CN(C[C@@H]12)C(=O)C1=NNC(=C1)C(C)C